NC=1C=C(C=CC1)N1N=CC(=C1)N1C[C@@H](CC1)N(C)C (3R)-1-[1-(3-aminophenyl)pyrazol-4-yl]-N,N-diMethyl-pyrrolidin-3-amine